OC1=C(C(OC(=C1)C)=O)C(CCC1=CC=C(C=C1)OC)=O 4-hydroxy-3-(3-(4-methoxyphenyl)propionyl)-6-methyl-2H-pyran-2-one